N-(4-methyl-5-[2-[(6-methyl-7,8-dihydro-5H-1,6-naphthyridin-3-yl)amino]-5H,6H,8H-pyrido[3,4-d]pyrimidin-7-yl]pyridin-3-yl)carbamate CC1=C(C=NC=C1N1CC=2N=C(N=CC2CC1)NC=1C=NC=2CCN(CC2C1)C)NC([O-])=O